mono-oxalate hydrate O.C(C(=O)O)(=O)O